(5-(6-methoxy-1H-pyrrolo[2,3-b]pyridin-3-yl)pyrazolo[1,5-a]pyridin-3-yl)(morpholino)methanone COC1=CC=C2C(=N1)NC=C2C2=CC=1N(C=C2)N=CC1C(=O)N1CCOCC1